(3-methyl-1-(6-(1-methyl-1H-pyrazol-4-yl)pyrazolo[1,5-a]pyrazin-4-yl)piperidin-4-yl)methylamine dihydrochloride Cl.Cl.CC1CN(CCC1CN)C=1C=2N(C=C(N1)C=1C=NN(C1)C)N=CC2